N-(5-(2-hydroxyethyl)-1,2,3,4-tetrahydronaphthalen-1-yl)-2-oxo-6-(trifluoromethyl)-1,2-dihydropyridine-3-carboxamide OCCC1=C2CCCC(C2=CC=C1)NC(=O)C=1C(NC(=CC1)C(F)(F)F)=O